(S)-2-amino-N-methyl-5-(4-(trifluoromethyl)cyclohexyl)pentanoamide tert-butyl-N-[[4-[2-(2-amino-3-pyridyl)benzimidazol-1-yl]phenyl]methyl]carbamate C(C)(C)(C)OC(NCC1=CC=C(C=C1)N1C(=NC2=C1C=CC=C2)C=2C(=NC=CC2)N)=O.N[C@H](C(=O)NC)CCCC2CCC(CC2)C(F)(F)F